6-chloro-3-fluoroacenaphthylen-1(2H)-one ClC1=C2C=CC(=C3CC(C(C=C1)=C32)=O)F